[O-2].[Li+].[Pb+2].[Te+2] tellurium-lead-lithium oxide